BrC=1SC(=C(C1C#N)OC1CC1)C 2-bromo-4-cyclopropoxy-5-methylthiophene-3-carbonitrile